The molecule is a linear amino trisaccharide comprising alpha-L-fucose, 6-O-sulfo-beta-D-galactose and N-acetyl-6-O-sulfo-beta-D-glucosamine residues linked sequentially (1->2) and (1->3). It is an amino trisaccharide, an oligosaccharide sulfate and a glucosamine oligosaccharide. C[C@H]1[C@H]([C@H]([C@@H]([C@@H](O1)O[C@@H]2[C@H]([C@H]([C@H](O[C@H]2O[C@@H]3[C@H]([C@@H](O[C@@H]([C@H]3O)COS(=O)(=O)O)O)NC(=O)C)COS(=O)(=O)O)O)O)O)O)O